FC1(CCC(CC1)NC(=O)C1=CC(=CS1)[C@H]1[C@@H](C1)NC(OC(C)(C)C)=O)F tert-butyl (trans-2-(5-((4,4-difluorocyclohexyl)carbamoyl)thiophen-3-yl)cyclopropyl)carbamate